FC=1C=C(C=CC1OC)C1NC1C1=CC(=C(C(=C1)OC)OC)OC 2-(3-fluoro-4-methoxyphenyl)-3-(3,4,5-trimethoxyphenyl)-aziridine